1,4-Diaminoxy-2,3,5,6-tetrafluorobenzene O(N)C1=C(C(=C(C(=C1F)F)ON)F)F